C1(CC2C(CC1)O2)CC[Si](OCCCC)(OCCCC)OCCCC β-(3,4-epoxycyclohexyl)ethyl-tributoxysilane